C(CCCCCCCC)(=O)NCC1=CC(OC)=C(O)C=C1 nonoyl-vanillylamine